6-(3,5-dimethoxyphenyl)-3-(2-nitrophenyl)-4,5,6,7-tetrahydro-1H-indazole COC=1C=C(C=C(C1)OC)C1CCC=2C(=NNC2C1)C1=C(C=CC=C1)[N+](=O)[O-]